BrC1=C2C=C(C(=NC2=CC(=C1)C)C#N)Cl 5-bromo-3-chloro-7-methylquinoline-2-carbonitrile